C(=O)O.C(C)[C@H]1OC2=C(CN(C1)C1CCC3=CC=C(C=C13)C(CC(=O)O)C1=C(C3=C(N(N=N3)C)C(=C1)OC)C)C=CC=C2 3-(3-((R)-2-ethyl-2,3-dihydrobenzo[f][1,4]oxazepin-4(5H)-yl)-2,3-dihydro-1H-inden-5-yl)-3-(7-methoxy-1,4-dimethyl-1H-benzo[d][1,2,3]triazol-5-yl)propanoic acid, formic acid salt